FC1(CNCCC1N1CC(C1)C1=CC=CC=2N(C(N(C21)C)=O)C2C(NC(CC2)=O)=O)F 3-[4-[1-(3,3-Difluoro-4-piperidyl)azetidin-3-yl]-3-methyl-2-oxo-benzimidazol-1-yl]piperidine-2,6-dione